IC1=CN=C2N(C1)C=C(C=C2C(F)(F)F)C(C)NC2(CCC2)C 3-Iodo-7-(1-((1-methylcyclobutyl)amino)ethyl)-9-(trifluoromethyl)-4H-pyrido[1,2-a]pyrimidine